NC=1SC(=NN1)C1=CC=C(C=C1)OC 2-amino-5-(4-methoxyphenyl)-1,3,4-thiadiazole